5-bromo-2-fluoro-pyridine-4-carbaldehyde BrC=1C(=CC(=NC1)F)C=O